4-Amino-N-(1-((4-(2-Methoxyethoxy)phenyl)amino)-6-Methylisoquinolin-5-yl)thieno[3,2-d]pyrimidin-7-carboxamid NC=1C2=C(N=CN1)C(=CS2)C(=O)NC2=C1C=CN=C(C1=CC=C2C)NC2=CC=C(C=C2)OCCOC